trans-tert-butyl 2-(((((9H-fluoren-9-yl)methoxy)carbonyl)(methyl)amino) methyl)-6-(2-chloro-6-(6-(methylcarbamoyl)pyrimidin-4-yl)pyridin-4-yl)morpholine-4-carboxylate C1=CC=CC=2C3=CC=CC=C3C(C12)COC(=O)N(C)C[C@@H]1CN(C[C@H](O1)C1=CC(=NC(=C1)C1=NC=NC(=C1)C(NC)=O)Cl)C(=O)OC(C)(C)C